BrC=1N=CN(C(C1OC=1C(=C(C#N)C=C(C1)C)C)=O)CC1=C(N=C(NC1=O)C)C 3-((4-bromo-1-((2,4-dimethyl-6-oxo-1,6-dihydropyrimidin-5-yl)methyl)-6-oxo-1,6-dihydropyrimidin-5-yl)oxy)-2,5-dimethylbenzonitrile